tert-Butyl N-[endo-8-[7-(4-chloro-7-fluoro-2-methyl-2H-indazol-5-yl)-5-{[2-(trimethylsilyl)ethoxy]methyl}-5H-pyrrolo[2,3-b]pyrazin-3-yl]-8-azabicyclo[3.2.1]octan-3-yl]carbamate ClC=1C2=CN(N=C2C(=CC1C1=CN(C2=NC(=CN=C21)N2C1CC(CC2CC1)NC(OC(C)(C)C)=O)COCC[Si](C)(C)C)F)C